mesyl-styrene S(=O)(=O)(C)C=CC1=CC=CC=C1